heptane-2,5-dione CC(CCC(CC)=O)=O